NC1=NC(=C(C=2N1N=C(N2)CC2=CC=CC=N2)C2=CC(=NC=C2)C)C2=CC=C(C=C2)F 6-[[5-amino-7-(4-fluorophenyl)-8-(2-methylpyridin-4-yl)-[1,2,4]triazolo[1,5-c]pyrimidin-2-yl]methyl]pyridine